C(C)P(C=1N=CN2C(=NC=C(C21)C2=CC=C(C=C2)F)NCC2=C(C=CC1=C2CCO1)F)(CC)=O diethyl(5-(((5-fluoro-2,3-dihydrobenzofuran-4-yl)methyl)amino)-8-(4-fluorophenyl)imidazo[1,5-c]pyrimidin-1-yl)phosphine oxide